C(C)(C)C1=C(C=CC=C1)C=1N(C(=C2CCC3=C(C12)C=CC=C3)C)C3=C(NC1=CC=CC=C1)C=CC=C3 2-(1-(2-isopropylphenyl)-3-methyl-4,5-dihydro-2H-benzo[e]isoindol-2-yl)-N-phenylaniline